C(=O)C1CCC(CC1)N1N=C2C=C(C(=CC2=C1)NC(=O)C1=NC(=CC=C1)C)OC N-[2-(4-formylcyclohexyl)-6-methoxy-indazol-5-yl]-6-methyl-pyridine-2-carboxamide